tert-Butyl N-[7-[(6S)-6-[3-amino-6-methylthieno[2,3]pyridine-2-amido]-5,6,7,8-tetrahydroquinolin-2-yl]-1,4-dioxa-7-azaspiro[4.4]nonan-9-yl]carbamate NC1=C(SC=2C=C(C=NC21)C)C(=O)N[C@@H]2CC=1C=CC(=NC1CC2)N2CC1(OCCO1)C(C2)NC(OC(C)(C)C)=O